O=C1CCC(CC1)N1C=CC2=C(C=CC=C12)N1C(NC(CC1)=O)=O 1-(1-(4-oxocyclohexyl)-1H-indol-4-yl)dihydropyrimidine-2,4(1H,3H)-dione